2-[3-[3-[N-[2-Chloro-3-(trifluoromethyl)benzyl]-N-(2,2-diphenylethyl)amino]propoxy]phenyl]acetic acid ClC1=C(CN(CC(C2=CC=CC=C2)C2=CC=CC=C2)CCCOC=2C=C(C=CC2)CC(=O)O)C=CC=C1C(F)(F)F